tert-butyl 7-acryloyl-2-(2-cyano-4-cyclobutylphenyl)-2,3,4,5a,6,7,8,9-octahydro-5H-1,2,5,7-tetraazabenzo[cd]azulene-5-carboxylate C(C=C)(=O)N1CC2C3=C(N(N=C3CC1)C1=C(C=C(C=C1)C1CCC1)C#N)CCN2C(=O)OC(C)(C)C